2-chloro-5-(dimethylamino)-4-(((1-methylcyclopropyl)sulfonyl)carbamoyl)benzoic acid ClC1=C(C(=O)O)C=C(C(=C1)C(NS(=O)(=O)C1(CC1)C)=O)N(C)C